tert-butyl (1R)-1-[[(R)-tert-butylsulfinyl]amino]spiro[indene-2,4'-piperidine]-1'-carboxylate C(C)(C)(C)[S@@](=O)NC1=C2C=CC=CC2=CC12CCN(CC2)C(=O)OC(C)(C)C